FC1=CC(=C(CNC(=O)[C@@H]2C=3C=CC=NC3[C@H](CC2)O)C=C1)C(F)(F)F (5S,8S)-N-(4-fluoro-2-(trifluoromethyl)benzyl)-8-hydroxy-5,6,7,8-tetrahydroquinoline-5-carboxamide